ClC1=CC=CC(=N1)C1=NC(=NC(=N1)N([C@@H](C(F)(F)F)C)CC)N (R)-6-(6-chloropyridin-2-yl)-N2-ethyl-N2-(1,1,1-trifluoropropan-2-yl)-1,3,5-triazine-2,4-diamine